[18F][C@H]1C[C@@H](O[C@@H]1CO)N1C(=O)NC(=O)C(C)=C1 3'-deoxy-3'-[18F]-fluorothymidine